benzyloxycarbonyl-6-[4-[(4-benzyloxyphenyl)-[5-cyano-1-(difluoromethyl)-2-methyl-pyrrol-3-yl]carbamoyl]-1,5-dimethyl-pyrrol-2-yl]-3,4-dihydro-1H-isoquinoline-7-carboxylic acid C(C1=CC=CC=C1)OC(=O)C1NCCC2=CC(=C(C=C12)C(=O)O)C=1N(C(=C(C1)C(N(C1=C(N(C(=C1)C#N)C(F)F)C)C1=CC=C(C=C1)OCC1=CC=CC=C1)=O)C)C